3-(5-(difluoromethyl)-1,3,4-thiadiazol-2-yl)-8-(5-(methoxymethyl)-3,3-dimethylpiperazin-1-yl)imidazo[1,5-a]pyridine-6-sulfonamide FC(C1=NN=C(S1)C1=NC=C2N1C=C(C=C2N2CC(NC(C2)COC)(C)C)S(=O)(=O)N)F